((2-(((1-ethylpiperidine-4-carbonyl)oxy)methyl)-1,4-phenylene)bis(oxy))bis(octane-8,1-diyl) bis(decanoate) C(CCCCCCCCC)(=O)OCCCCCCCCOC1=CC(=C(C=C1)OCCCCCCCCOC(CCCCCCCCC)=O)COC(=O)C1CCN(CC1)CC